NC1=CSC2=NC(=CC=C21)OC 3-amino-6-methoxythieno[2,3-b]pyridine